O=C1N(CC2=CC=C(C=C12)N1CC2(C1)CCN(CC2)CC2CCNCC2)C2C(NC(CC2)=O)=O 3-[1-oxo-6-[7-(piperidin-4-ylmethyl)-2,7-diazaspiro[3.5]nonan-2-yl]-3H-isoindol-2-yl]piperidine-2,6-dione